3-(pyridin-3-yl)propan-1-ol N1=CC(=CC=C1)CCCO